(S)-N-(2-(4-(dimethylamino)piperidin-1-yl)-5-((6-(3-(3-(3-fluorophenoxy)benzyl)isoxazolidin-2-yl)pyrimidin-4-yl)amino)-4-methoxyphenyl)acrylamide CN(C1CCN(CC1)C1=C(C=C(C(=C1)OC)NC1=NC=NC(=C1)N1OCC[C@@H]1CC1=CC(=CC=C1)OC1=CC(=CC=C1)F)NC(C=C)=O)C